3-bromo-2-(cyclopropylmethoxy)-N-[cis-3-(trifluoromethoxy)cyclobutyl]pyrazolo[1,5-a]pyrimidine-7-carboxamide BrC=1C(=NN2C1N=CC=C2C(=O)N[C@@H]2C[C@@H](C2)OC(F)(F)F)OCC2CC2